C(#C)[C@@H]1[C@@H](O[C@@H]([C@H]1O)CO)N1C(NC(C(=C1)C)=O)=O 1-(2-Deoxy-2-ethynyl-β-D-arabinofuranosyl)-5-methyl-2,4(1H,3H)-pyrimidinedione